CC=1CCCC2C=C(CCC12)C 4,7-dimethyl-1,2,3,5,6,8a-hexahydronaphthalene